N-(2-((2,5-dichloropyrimidin-4-yl)amino)phenyl)-N-methylacetamide ClC1=NC=C(C(=N1)NC1=C(C=CC=C1)N(C(C)=O)C)Cl